C(CC)C1CCC2=CC=C(C=C12)C=O 3-n-propyl-2,3-dihydro-1H-indene-5-carboxaldehyde